4-amino-N-(4-(4-amino-2-ethyl-1H-imidazo[4,5-c]quinolin-1-yl)butyl)-3,5-difluorobenzamide NC1=C(C=C(C(=O)NCCCCN2C(=NC=3C(=NC=4C=CC=CC4C32)N)CC)C=C1F)F